BrC1=C(C=C(C(=C1)[N+](=O)[O-])F)OCC1=CC(=C(C=C1)F)F 1-bromo-2-((3,4-difluorobenzyl)oxy)-4-fluoro-5-nitrobenzene